1,3-diphenylguanidine HBr Br.C1(=CC=CC=C1)NC(=N)NC1=CC=CC=C1